BrC=1C(=NC(=NC1)NC1=C(C=C(C(=C1)C=1C=NN(C1)C)N1CCC(CC1)N1CCN(CC1)C)OC)NC=1C(=C2N=CC=NC2=CC1)N(S(=O)(=O)C)C N-(6-((5-bromo-2-((2-methoxy-5-(1-methyl-1H-pyrazol-4-yl)-4-(4-(4-methylpiperazin-1-yl)piperidin-1-yl)phenyl)amino)pyrimidin-4-yl)amino)quinoxalin-5-yl)-N-methylmethanesulfonamide